ClC1=CC=C(C=C1)C1=NN=C(O1)SC1=CC=CC=C1 5-p-chlorophenyl-2-phenylmercapto-1,3,4-oxadiazole